Cl.Cl.C(CCC)N1C(=NC2=C1C=CC=C2)C2(CCCCC2)CN (1-(1-Butyl-1H-benzo[d]imidazol-2-yl)cyclohexyl)methylamine dihydrochloride